C12(C(CC(CC1)C2(C)C)C(=O)Cl)C camphanic chloride